ethyl (1R*,3R*,4R*)-3-amino-1-(3-(5-fluoropyrimidin-2-yl) benzyl)-4-methylcyclopentane-1-carboxylate N[C@@H]1C[C@](C[C@H]1C)(C(=O)OCC)CC1=CC(=CC=C1)C1=NC=C(C=N1)F |o1:1,3,5|